BrC1=CC(=C(C(=O)O)C=C1)C1(CN(C1)C(=O)OC(C)(C)C)C#N 4-bromo-2-(1-(tert-butoxycarbonyl)-3-cyanoazetidin-3-yl)benzoic acid